ethyl (3R)-3-(7-{[(2R,5S)-2-ethyl-5-methyl-2,3-dihydropyrido[2,3-f][1,4]oxazepin-4(5H)-yl]methyl}-1-Benzothiophen-5-yl)-3-(1,4,7-trimethyl-1H-benzotriazol-5-yl)propanoate C(C)[C@H]1OC2=C([C@@H](N(C1)CC1=CC(=CC=3C=CSC31)[C@@H](CC(=O)OCC)C3=C(C1=C(N(N=N1)C)C(=C3)C)C)C)N=CC=C2